FC(F)(F)N1CCNCC1 trifluoromethyl-piperazine